ClC1=C(C=NC=C1)NC(=O)N1CCN(CC1)CC1=CC2=C(OC(O2)(F)F)C=C1 N-(4-chloro-3-pyridinyl)-4-[(2,2-difluoro-1,3-benzodioxol-5-yl)methyl]-1-piperazinecarboxamide